CN(C1=CC=C(C=C1)N(C)C)C N,N,N',N'-tetramethyl-para-phenylene-diamine